9-isopropyl-N-((2'-methyl-[3,4'-bipyridin]-6-yl)methyl)-2-(pyridin-3-yl)-9H-purin-6-amine C(C)(C)N1C2=NC(=NC(=C2N=C1)NCC1=CC=C(C=N1)C1=CC(=NC=C1)C)C=1C=NC=CC1